5-(difluoromethyl)-8-(Methoxymethoxy)quinoline FC(C1=C2C=CC=NC2=C(C=C1)OCOC)F